dibutyl-phenyl-ammonium tetra(pentafluorophenyl)borate FC1=C(C(=C(C(=C1[B-](C1=C(C(=C(C(=C1F)F)F)F)F)(C1=C(C(=C(C(=C1F)F)F)F)F)C1=C(C(=C(C(=C1F)F)F)F)F)F)F)F)F.C(CCC)[NH+](C1=CC=CC=C1)CCCC